4-([1,1'-biphenyl]-4-carbonyl)-2-(octanesulfonamido)benzoic acid C1(=CC=C(C=C1)C(=O)C1=CC(=C(C(=O)O)C=C1)NS(=O)(=O)CCCCCCCC)C1=CC=CC=C1